C(C)(C)(C)[C@@H]1N=C(N(C1)C1CCCCC1)C1=C(N)C=CC=C1 2-[(4S)-4-tert-butyl-N-cyclohexyl-2-imidazolinyl]Aniline